N-(2-(2,4-difluoro-3-((1R,3R)-2-((3-fluorooxetan-3-yl)methyl)-3-methyl-2,3,4,9-tetrahydro-1H-pyrido[3,4-b]indol-1-yl)phenoxy)ethyl)-3-fluoro-N-methylpropan-1-amine FC1=C(OCCN(CCCF)C)C=CC(=C1[C@H]1N([C@@H](CC2=C1NC1=CC=CC=C21)C)CC2(COC2)F)F